3-[(aminooxy)methyl]pyrrolidine NOCC1CNCC1